2-(4-Amino-1,2,5-oxadiazol-3-yl)-1-ethyl-7-(piperidin-3-ylmethoxy)-1H-imidazo[4,5-c]pyridin-4-yl-2-methylbut-3-yn-2-ol NC=1C(=NON1)C=1N(C2=C(C(=NC=C2OCC2CNCCC2)CC(C#C)(O)C)N1)CC